C1(C=CCCC1)N1N=CC=2C=NC(=CC21)NC2=NC(=CC(=N2)N2CCN(CC2)C(=O)NCCOC)N2CCCC2 4-[2-{[1-(cyclohex-2-en-1-yl)-1H-pyrazolo[4,3-c]pyridin-6-yl]amino}-6-(pyrrolidin-1-yl)pyrimidin-4-yl]-N-(2-methoxyethyl)piperazine-1-carboxamide